O[C@H](COC=1C=C(C=CC1)S(=O)(=O)NC)CNC1COC2(C1)CCN(CC2)S(=O)(=O)C=2SC=C(C2)S(=O)(=O)C2=CC=CC=C2 3-((2S)-2-hydroxy-3-(8-(4-(phenylsulfonyl)thiophen-2-ylsulfonyl)-1-oxa-8-azaspiro[4.5]decan-3-ylamino)propoxy)-N-methylbenzenesulfonamide